C(C)(=O)C=1C(NC(C1C1=CN(C2=CC=CC=C12)C)=O)=O 3-acetyl-4-(1-methyl-1H-indol-3-yl)-1H-pyrrol-2,5-dione